C(#N)[C@H](C[C@H]1C(NCC1)=O)NC([C@H](CC(C)(C)C)NC(=O)C=1NC2=CC(=CC=C2C1)C)=O N-[(2S)-1-({(1S)-1-cyano-2-[(3S)-2-oxopyrrolidin-3-yl]ethyl}amino)-4,4-dimethyl-1-oxopentan-2-yl]-6-methyl-1H-indole-2-carboxamide